C1C(OC2=C(C(=C(C(=C2C1=O)O)C(CCCC(=O)O)/C=C/C3=CC=CC=C3)O)C(/C=C/CCCC(=O)O)C4=CC=CC=C4)C5=CC=CC=C5 The molecule is a dihydroxyflavanone that is flavanone substituted by hydroxy groups at positions 5 and 7, a 6-carboxy-1-phenylhex-2-en-1-yl group at position 8 and 6-carboxy-1-phenylhex-2-en-3-yl groups at position 6. It has been isolated as a racemate from the bark of Cryptocarya chartacea and exhibits inhibitory activity against dengue virus NS5 polymerase. It has a role as an antiviral agent and a plant metabolite. It is a dicarboxylic acid and a dihydroxyflavanone.